5-ethynyl-2,3-difluoroaniline C(#C)C=1C=C(C(=C(N)C1)F)F